2-amino-7-fluorobenzo[d]thiazol-4-ol NC=1SC=2C(N1)=C(C=CC2F)O